FC(OC1=CC=C(CNC2=CC=C(C=C2)NC(CCC#C)=O)C=C1)(F)F N-(4-((4-(Trifluoromethoxy)benzyl)amino)phenyl)pent-4-ynamid